NC1=C(C(=NC=N1)NCC1C(CN(CC1)C(=O)OC(C)(C)C)(C)C)Cl tert-butyl 4-(((6-amino-5-chloropyrimidin-4-yl) amino) methyl)-3,3-dimethylpiperidine-1-carboxylate